N-((5-(5-(difluoromethyl)-1,3,4-oxadiazol-2-yl)pyridin-2-yl)methyl)-N-phenylmorpholine-4-carboxamide FC(C1=NN=C(O1)C=1C=CC(=NC1)CN(C(=O)N1CCOCC1)C1=CC=CC=C1)F